C(C)(=O)C1=NC=NC(=C1OC=1C(=C(C#N)C=C(C1)Cl)C)OC 3-((4-acetyl-6-methoxypyrimidin-5-yl)oxy)-5-chloro-2-methylbenzonitrile